FC1=C(C=C(C(=C1C1CCC=2C(=NN(C2C1)CC1=CC=C(C=C1)O)C1=C(C=NN1C)[N+](=O)[O-])F)O)O 4,6-difluoro-5-(1-(4-hydroxybenzyl)-3-(1-methyl-4-nitro-1H-pyrazol-5-yl)-4,5,6,7-tetrahydro-1H-indazol-6-yl)benzene-1,3-diol